C(#N)CC1(CN(C1)C1CCN(CC1)C(=O)NC1=NC=C(C=C1F)F)N1N=CC(=C1)C=1C2=C(N=CN1)NC=C2 4-{3-(cyanomethyl)-3-[4-(7H-pyrrolo[2,3-d]pyrimidin-4-yl)-1H-pyrazol-1-yl]azetidin-1-yl}-N-(3,5-difluoropyridin-2-yl)piperidine-1-carboxamide